4,4'-cyclohexylidenebis[2-cyclohexyl-6-[(2,3,4-trihydroxyphenyl)methyl]phenol] C1(CCCCC1)(C1=CC(=C(C(=C1)CC1=C(C(=C(C=C1)O)O)O)O)C1CCCCC1)C1=CC(=C(C(=C1)CC1=C(C(=C(C=C1)O)O)O)O)C1CCCCC1